2-[4-cyclopropyl-6-(difluoromethoxy)pyrimidin-5-yl]-7-[[4-[1-isopropyl-4-(trifluoromethyl)imidazol-2-yl]phenyl]methyl]-5H-pyrrolo[3,2-d]pyrimidine C1(CC1)C1=NC=NC(=C1C=1N=CC2=C(N1)C(=CN2)CC2=CC=C(C=C2)C=2N(C=C(N2)C(F)(F)F)C(C)C)OC(F)F